(9H-carbazol-9-yl)propanoic acid C1=CC=CC=2C3=CC=CC=C3N(C12)C(C(=O)O)C